FC=1C(=C(C=CC1)C1=C(C(=NC=2C=C(CCC12)C1=C(N=CS1)C)N1CC2(CN(C2)C(C=C)=O)CC1)C#N)OC 4-(3-fluoro-2-methoxyphenyl)-7-(4-methyl-1,3-thiazol-5-yl)-2-(2-(2-propenoyl)-2,6-diazaspiro[3.4]octan-6-yl)-5,6-dihydro-3-quinolinecarbonitrile